(2S)-2-fluoro-2-[[(2S,5R)-3-methyl-2-(oxetan-3-ylcarbamoyl)-7-oxo-1,6-diazabicyclo[3.2.1]oct-3-en-6-yl]oxy]acetic acid lithium salt [Li+].F[C@@H](C(=O)[O-])ON1[C@@H]2C=C([C@H](N(C1=O)C2)C(NC2COC2)=O)C